BrC1=CC(=CC2=CN(N=C12)COCC[Si](C)(C)C)S(=O)(=O)N1CCN(CC1)CCC1=CC=C(C=C1)Cl 2-[[7-bromo-5-[4-[2-(4-chlorophenyl)ethyl]piperazin-1-yl]sulfonyl-indazol-2-yl]methoxy]ethyl-trimethyl-silane